((1-(benzo[d][1,3]dioxol-5-yl)azetidin-3-yl)methyl)-N-(1H-indol-3-yl)-2-oxo-2,3-dihydro-1H-thieno[2,3-b][1,4]thiazine-6-carboxamide O1COC2=C1C=CC(=C2)N2CC(C2)CN2C1=C(SCC2=O)SC(=C1)C(=O)NC1=CNC2=CC=CC=C12